N-chloro-4-methylphenylthioamide sodium salt [Na+].Cl[N-]SC1=CC=C(C=C1)C